2-(4-Fluorophenyl)-N-[1-(3-methyl-benzo[b]thiophen-2-ylmethyl)-2,3-dihydro-1H-indol-5-yl]-acetamide FC1=CC=C(C=C1)CC(=O)NC=1C=C2CCN(C2=CC1)CC1=C(C2=C(S1)C=CC=C2)C